FC1=CC=C(C=C1)C=1C=NN2C1NC(=CC2=O)C2=CC=CC=C2 3-(4-fluorophenyl)-5-phenylpyrazolo[1,5-a]pyrimidin-7(4H)-one